ClC1=CC=C(C(=C1C1=NC=C(C=N1)C(=O)N)F)F (6-chloro-2,3-difluorophenyl)pyrimidine-5-carboxamide